N-(3-chloro-2-fluorophenyl)-1-methyl-9-(1,2,3,6-tetrahydropyridin-4-yl)-6,7-dihydro-5H-benzo[c][1,2,3]triazolo[1,5-a]azepin-7-amine 2,2,2-trifluoroacetate FC(C(=O)O)(F)F.ClC=1C(=C(C=CC1)NC1C2=C(C=3N(CC1)N=NC3C)C=CC(=C2)C=2CCNCC2)F